4-bromo-N-((1S,2R)-(6-fluoro-2,3-dimethylphenyl)-1-(5-oxo-4,5-dihydro-1,3,4-oxadiazol-2-yl)propyl)-2-(trifluoromethoxy)benzenesulfonamide BrC1=CC(=C(C=C1)S(=O)(=O)N[C@@H](CCC1=C(C(=CC=C1F)C)C)C=1OC(NN1)=O)OC(F)(F)F